N-octadecenyl-2-phenyl-3-ethoxyquinolin-4-one C(=CCCCCCCCCCCCCCCCC)N1C(=C(C(C2=CC=CC=C12)=O)OCC)C1=CC=CC=C1